NC([C@H](CCC(=O)OC(C)(C)C)N1C(C2=CC=C(C=C2C1)C1=NC(=CC(=C1)N1CCN(CC1)CC1=CC=CC=C1)N)=O)=O tert-butyl (S)-5-amino-4-(5-(6-amino-4-(4-benzylpiperazin-1-yl)pyridin-2-yl)-1-oxoisoindolin-2-yl)-5-oxopentanoate